N-(2-aminoethyl)-1-azido-3,6,9,12,15,18,21,24,27-nonaoxatriacontane-30-amide NCCNC(CCOCCOCCOCCOCCOCCOCCOCCOCCOCCN=[N+]=[N-])=O